ClC=1C=C(OCCN2[C@@H](CCC2)C(=O)O)C=CC1C=1N(C2=NC=NC(=C2N1)OC1(CC1)C)CC1=CC(=CC=C1)Cl |r| (racemic)-(2-(3-chloro-4-(9-(3-chlorobenzyl)-6-(1-methylcyclopropoxy)-9H-purin-8-yl)phenoxy)ethyl)-L-proline